Ethyl (2S,3S)-2-hydroxy-3-p-fluorobenzamido-3-phenylpropionate O[C@H](C(=O)OCC)[C@H](C1=CC=CC=C1)NC(C1=CC=C(C=C1)F)=O